methyl 1-{[(4,5-dibromo-3-fluoro-2-thienyl)carbonyl]amino}cyclopropanecarboxylate BrC=1C(=C(SC1Br)C(=O)NC1(CC1)C(=O)OC)F